5-((4-(tert-butoxy)-4-oxobut-2-yn-1-yl)oxy)-4,5-dioxopentanoic acid C(C)(C)(C)OC(C#CCOC(C(CCC(=O)O)=O)=O)=O